Tert-butyl 4-(4-chloro-3-nitro-phenoxy)piperidine-1-carboxylate ClC1=C(C=C(OC2CCN(CC2)C(=O)OC(C)(C)C)C=C1)[N+](=O)[O-]